F[P-](F)(F)(F)(F)F.ClC(=[N+](C)C)N(C)C N-(chloro(dimethylamino)methylene)-N-methylmethanaminium hexafluorophosphate